C(C)(C)C1=CN(C2=CN=C(C=C21)CC2=C(C=C(C=C2C)N2N=C(C(NC2=O)=O)C#N)C)S(=O)(=O)CC2=CC=CC=C2 2-(4-((3-isopropyl-1-toluenesulfonyl-1H-pyrrolo[2,3-c]pyridin-5-yl)methyl)-3,5-dimethylphenyl)-3,5-dioxo-2,3,4,5-tetrahydro-1,2,4-triazine-6-carbonitrile